3'-(cyclopentyloxy)-5-hydroxy-4'-(7-oxo-6,7-dihydro-3H-[1,2,3]triazolo[4,5-d]pyrimidin-5-yl)-[1,1'-biphenyl]-3-carboxylic acid C1(CCCC1)OC=1C=C(C=CC1C=1NC(C2=C(N1)NN=N2)=O)C2=CC(=CC(=C2)O)C(=O)O